(4-aminophenyl)(3-(5-(trifluoromethyl)pyrimidin-2-yl)-3,8-diazabicyclo[3.2.1]octane-8-yl)methanone hydrochloride Cl.NC1=CC=C(C=C1)C(=O)N1C2CN(CC1CC2)C2=NC=C(C=N2)C(F)(F)F